N,N-dimethyl-fumaric acid amide CN(C(\C=C\C(=O)O)=O)C